1-(t-butyl) 2-methyl 3-oxopyrrolidin-1,2-dicarboxylate O=C1C(N(CC1)C(=O)OC(C)(C)C)C(=O)OC